C1(CC1)COC1=C(C=CC(=N1)C(=O)NC(C(=O)OCCF)(CC)CC)N1CCCC1 2-fluoroethyl 2-{[6-(cyclopropylmethoxy)-5-(pyrrolidin-1-yl)pyridine-2-carbonyl] amino}-2-ethylbutanoate